tert-Butyl 5-((5-cyano-2,3-dihydro-1H-inden-1-yl)amino)-3-iodo-1H-indazole-1-carboxylate C(#N)C=1C=C2CCC(C2=CC1)NC=1C=C2C(=NN(C2=CC1)C(=O)OC(C)(C)C)I